C(=O)O.C(C=C)S[C@@H]1[C@@H]([C@H]([C@H]([C@H](O1)[C@@H](CCC=C)N)O)O)O (R)-1-((2R,3R,4S,5R,6R)-6-(allylsulfanyl)-3,4,5-trihydroxytetrahydro-2H-pyran-2-yl)pent-4-en-1-amine formate